CC1=C(C(=CC=C1)C)S[SiH3] (2,6-dimethylphenylthio)silane